C(C)(=O)C1=NN(C2=CC=C(C=C12)C=1C=NC(=NC1)C)CC(=O)N(C)[C@@H](C(=O)NC1=NC(=CC=C1)Br)CC (R)-2-(2-(3-acetyl-5-(2-methylpyrimidin-5-yl)-1H-indazol-1-yl)-N-methylacetamido)-N-(6-bromopyridin-2-yl)butanamide